FC(C(=O)O)(F)F.FC1=C(C(=CC=C1)F)S(=O)(=O)NC=1C(=NC=C(C1)C=1C=CC=2N=CN=C(C2N1)N1CCNCC1)OC 2,6-difluoro-N-(2-methoxy-5-(4-(piperazin-1-yl)pyrido[3,2-d]pyrimidin-6-yl)pyridin-3-yl)benzenesulfonamide trifluoroacetate salt